C(C1=CC=CC=C1)OC1CC(CCC1)(C1=C(C(=CC=C1)F)CO)CO (3-(benzyloxy)-1-(3-fluoro-2-(hydroxymethyl)phenyl)cyclohexyl)methanol